FC1=CC=C(C=C1)C1=CN=C(O1)CSC1=NC(=NC(=N1)N)N 6-({[5-(4-fluorophenyl)-1,3-oxazol-2-yl]methyl}sulfanyl)-1,3,5-triazine-2,4-diamine